(diethylamino)vanadium C(C)N(CC)[V]